CN(CCC=1C(=CC(N(C1)[C@H](C(=O)NCCC(=O)O)CC(C)C)=O)C(F)(F)F)C |o1:10| 3-((S*)-2-(5-(2-(dimethylamino)ethyl)-2-oxo-4-(trifluoromethyl)pyridin-1(2H)-yl)-4-methylpentanamido)propanoic acid